The molecule is a dicarboxylic acid monoamide. It derives from an anthranilic acid. It is a conjugate acid of a N-malonylanthranilate. C1=CC=C(C(=C1)C(=O)O)NC(=O)CC(=O)O